(5aR,5bS,7aS,10aS,10bR)-5a,7a-dimethyl-2-((3-morpholinopropyl)amino)-4,5,5a,5b,6,7,7a,9,10,10a,10b,11,12,12a-tetradecahydro-8H-cyclopenta[7,8]phenanthro[2,1-d]thiazol-8-one C[C@@]12CCC=3N=C(SC3C2CC[C@H]2[C@H]3[C@](CC[C@H]12)(C(CC3)=O)C)NCCCN3CCOCC3